N-(4-(thiazol-5-yl)phenyl)acetamide isononyl-Isononanoate (Isononyl-Isononanoate) C(CCCCCC(C)C)C(C(=O)O)CCCCC(C)C.C(CCCCCC(C)C)OC(CCCCCC(C)C)=O.S1C=NC=C1C1=CC=C(C=C1)NC(C)=O